BrC1=C(C(=C(C(=O)O)C=C1OC)[N+](=O)[O-])OC 4-bromo-3,5-dimethoxy-2-nitrobenzoic acid